((2r,3s)-2-methylazetidin-3-yl)acetamide trifluoroacetate FC(C(=O)O)(F)F.C[C@H]1NC[C@@H]1CC(=O)N